(R)-N-(3-(1-((2-amino-5-chloropyridin-3-yl)oxy)ethyl)-phenyl)isoquinoline-6-carboxamide NC1=NC=C(C=C1O[C@H](C)C=1C=C(C=CC1)NC(=O)C=1C=C2C=CN=CC2=CC1)Cl